7-(4-(6-isopropyl-5-(8-methoxy-[1,2,4]triazolo[1,5-a]pyridin-6-yl)-4H-pyrrolo[3,2-d]thiazol-2-yl)cyclohexyl)-2-oxa-7-azaspiro[3.5]nonane C(C)(C)C1=C(NC2=C1N=C(S2)C2CCC(CC2)N2CCC1(COC1)CC2)C=2C=C(C=1N(C2)N=CN1)OC